(+/-)-4-((alphaR*)-alpha-((2S*,5R*)-Allyl-2,5-dimethyl-1-piperazinyl)-3-hydroxybenzyl)-N,N-diethylbenzamide C(C=C)[C@@]1(N(C[C@H](NC1)C)[C@@H](C1=CC(=CC=C1)O)C1=CC=C(C(=O)N(CC)CC)C=C1)C |r|